ClC=1C=C(OCC(=O)NC23CC(C2)(C3)NC(CNC)=O)C=CC1Cl N-{3-[2-(3,4-dichlorophenoxy)acetamido]-bicyclo[1.1.1]pentan-1-yl}-N2-methylglycinamide